C1(CC1)C1=C(C(=NO1)C1=C(C=CC=C1F)F)C(=O)OC1C[C@H]2CC[C@@H](C1)N2 (1R,3S,5S)-8-azabicyclo[3.2.1]octan-3-yl 5-cyclopropyl-3-(2,6-difluorophenyl)-1,2-oxazole-4-carboxylate